(1S,2R)-2-[[3-(3-bicyclo[3.1.0]hexanyloxymethyl)-4-(3-ethoxy-2-methyl-phenyl)phenyl]carbamoyl]cyclohexanecarboxylic acid C12CC(CC2C1)OCC=1C=C(C=CC1C1=C(C(=CC=C1)OCC)C)NC(=O)[C@H]1[C@H](CCCC1)C(=O)O